(-)-N-(trans-4-isopropylcyclohexanecarbonyl)-D-phenylalanine CC(C)C1CCC(CC1)C(=O)N[C@H](CC2=CC=CC=C2)C(=O)O